C(=O)(OCC1=CC=CC=C1)N(CC(=O)O)CC(=O)O Cbziminodiacetic acid